(3S,4S)-tert-butyl 3-((6-(7-cyclopropylimidazo[1,2-b]pyridazin-3-yl)pyridin-2-yl)amino)-4-fluoropyrrolidine-1-carboxylate C1(CC1)C1=CC=2N(N=C1)C(=CN2)C2=CC=CC(=N2)N[C@H]2CN(C[C@@H]2F)C(=O)OC(C)(C)C